C[C@@H]1N(CCOC1)C=1N=C(C2=C(N1)N=CC=C2)N2C(CC2)C=2C(=NC=CC2)C(F)(F)F (3S)-3-methyl-4-(4-(2-(2-(trifluoromethyl)pyridin-3-yl)azetidin-1-yl)pyrido[2,3-d]pyrimidin-2-yl)morpholine